4-(2-(ethoxymethoxy)benzoyl)-2-methoxybenzoic acid C(C)OCOC1=C(C(=O)C2=CC(=C(C(=O)O)C=C2)OC)C=CC=C1